NC1=CC=C(C=C1)N1CCN(CC1)CC1CCN(CC1)C=1C=C2C(N(C(C2=CC1)=O)C1C(NC(CC1)=O)=O)=O 5-(4-((4-(4-aminophenyl)piperazin-1-yl)methyl)piperidin-1-yl)-2-(2,6-dioxopiperidin-3-yl)isoindoline-1,3-dione